7-methyl-2-(3-methyl-1H-pyrazol-1-yl)-N-(4-methylphenyl)-7H-pyrrolo[2,3-d]pyrimidin-4-amine CN1C=CC2=C1N=C(N=C2NC2=CC=C(C=C2)C)N2N=C(C=C2)C